benzoic acid, cyanoamide C(#N)NC(C1=CC=CC=C1)=O